4-cyano-N-(4,4-dimethylcyclohexyl)-1H-pyrrolo[2,3-c]pyridine-2-carboxamide C(#N)C1=C2C(=CN=C1)NC(=C2)C(=O)NC2CCC(CC2)(C)C